bis-trimethylolpropane diacrylate C(C=C)(=O)O.C(C=C)(=O)O.C(O)C(CC)(CO)CO.C(O)C(CC)(CO)CO